benzyl (2R,3S)-3-[(tert-butoxycarbonyl)amino]-2-([[4-(4,4,5,5-tetramethyl-1,3,2-dioxaborolan-2-yl)cyclohex-3-en-1-yl]oxy]methyl)piperidine-1-carboxylate C(C)(C)(C)OC(=O)N[C@@H]1[C@@H](N(CCC1)C(=O)OCC1=CC=CC=C1)COC1CC=C(CC1)B1OC(C(O1)(C)C)(C)C